N-(4-((2-(1H-pyrazol-4-yl)pyridin-4-yl)oxy)-3-fluorophenyl)-3-(4-fluorophenyl)-1-isopropyl-2,4-dioxo-1,2,3,4-tetrahydropyrimidine-5-carboxamide N1N=CC(=C1)C1=NC=CC(=C1)OC1=C(C=C(C=C1)NC(=O)C=1C(N(C(N(C1)C(C)C)=O)C1=CC=C(C=C1)F)=O)F